CC1=NNC=C1C1=CC(=NC=C1)C(F)(F)F 3-methyl-4-[2-(trifluoromethyl)-4-pyridyl]pyrazol